CCCC1=C(C=CC=C1O)C Methylpropylphenol